BrC1NC(C=2C=NC=CC21)=O Bromo-1,2-dihydropyrrolo[3,4-c]pyridin-3-one